ClC=1C(=NC(=NC1)NC1CCOCC1)C=1C=C2C(=NC1)CN(C2=O)CC(=O)N[C@@H]2[C@@H](CC1=CC=C(C=C21)OC)O 2-(3-{5-chloro-2-[(Oxan-4-yl)amino]pyrimidin-4-yl}-5-oxo-5H,6H,7H-pyrrolo[3,4-b]pyridin-6-yl)-N-[(1S,2R)-2-hydroxy-6-methoxy-2,3-dihydro-1H-inden-1-yl]acetamide